(E)-1-(2-Decoxy-6-hydroxyphenyl)-3-(4-methylphenyl)prop-2-en-1-one C(CCCCCCCCC)OC1=C(C(=CC=C1)O)C(\C=C\C1=CC=C(C=C1)C)=O